FC1=CC=C(C=N1)C[C@H]1C(N([C@H]2C[C@@H]12)C1=CC(=NN1)C1=CN=NC=C1)=O (1S,4R,5S)-4-((6-fluoropyridin-3-yl)methyl)-2-(3-(pyridazin-4-yl)-1H-pyrazol-5-yl)-2-azabicyclo[3.1.0]hexan-3-one